3-(4-Aminophenyl)-1-(1,4-dioxaspiro[4.5]dec-8-yl)-1H-pyrazolo[3,4-d]pyrimidine NC1=CC=C(C=C1)C1=NN(C2=NC=NC=C21)C2CCC1(OCCO1)CC2